CN1CC(CC1)C1=NC=CC(=C1)N (1-methylpyrrolidin-3-yl)pyridin-4-amine